3-((tert-butoxycarbonyl)amino)-2-(3-nitrophenyl)isonicotinic acid C(C)(C)(C)OC(=O)NC1=C(C(=O)O)C=CN=C1C1=CC(=CC=C1)[N+](=O)[O-]